[Br-].NC(C)C1=NC=CN1C L-1-aminoethyl-3-methylimidazole bromide